6-N-(2-Amino-2-phenylethyl)-1-ethyl-4-N-propan-2-ylpyrazolo[3,4-d]pyrimidine-4,6-diamine NC(CNC1=NC(=C2C(=N1)N(N=C2)CC)NC(C)C)C2=CC=CC=C2